COC(CC1=C(C=NC2=CC=C(C=C12)Br)[N+](=O)[O-])=O 2-(6-bromo-3-nitroquinolin-4-yl)acetic acid methyl ester